C(C)(C)(C)OC(=O)N[C@@H]1[C@H](C[C@](CC1)(C)O)C(=O)OCC Ethyl (1S,2S,5R)-2-((tert-butoxycarbonyl)amino)-5-hydroxy-5-methylcyclohexane-1-carboxylate